methylene-bis-(4-methyl-6-t-butylphenol) C(C1=C(C(=CC(=C1)C)C(C)(C)C)O)C1=C(C(=CC(=C1)C)C(C)(C)C)O